C(C1=CC=CC=C1)(=S)SCC1=CC(=CC=C1)C=C 3-vinylbenzyl dithiobenzoate